tert-butyl (1R,2S,5S)-2-(hydroxymethyl)-3,8-diazabicyclo[3.2.1]octane-8-carboxylate OC[C@@H]1[C@H]2CC[C@@H](CN1)N2C(=O)OC(C)(C)C